(E)-1-(2-Cyclobutyl-1-(phenylsulfonyl)vinyl)-3-methoxy-2-methylbenzene C1(CCC1)/C=C(/S(=O)(=O)C1=CC=CC=C1)\C1=C(C(=CC=C1)OC)C